FCCCCCC1=CC(=C(C=C1OC)CC(C)N)OC 1-(4-(5-fluoropentyl)-2,5-dimethoxyphenyl)propan-2-amine